C1(CC1)C[C@@H]1C(N([C@@H]([C@H]1[N+](=O)[O-])C1=CC=CC=C1)CC1=CC=C(C=C1)OC)=O |r| rac-(3S,4S,5R)-3-(cyclopropylmethyl)-1-(4-methoxybenzyl)-4-nitro-5-phenylpyrrolidin-2-one